[Cl-].N1=C(C=CC=C1)C1=NC=CC=C1.N1=C(C=CC=C1)C1=NC=CC=C1 bis(2,2'-bipyridine) chloride